ClC1=C(CN[C@@H](CCOC2CC(C2)CCC2=NC=3NCCCC3C=C2)C(=O)O)C(=CN=C1)Cl N-(3,5-dichloroisonicotinyl)-O-(3-(2-(5,6,7,8-tetrahydro-1,8-naphthyridin-2-yl)ethyl)cyclobutyl)homoserine